N-acryl-N-(2-bromo-4-(perfluoropropan-2-yl)-6-(trifluoromethyl)phenyl)-3-(4-cyanobenzamido)-2-fluorobenzamide C(=O)(C=C)N(C(C1=C(C(=CC=C1)NC(C1=CC=C(C=C1)C#N)=O)F)=O)C1=C(C=C(C=C1C(F)(F)F)C(C(F)(F)F)(C(F)(F)F)F)Br